ClC1=CC2=C(N=N1)N(C=C2)CC2CCN(CC2)CC(F)F 4-({3-Chloro-7H-pyrrolo[2,3-c]pyridazin-7-yl}methyl)-1-(2,2-difluoroethyl)piperidine